N[C@@H](CCC(=O)N[C@@H](CC1=CC=CC=C1)C(=O)O)C(=O)O GAMMA-GLUTAMYLPHENYLALANIN